FC=1C(=NC(=NC1)OCC1=CC=C(C=C1)F)N 5-fluoro-2-[(4-fluorophenyl)methoxy]-4-pyrimidinamine